COC(CCC(C(N)=O)N1C(C2=CC=CC(=C2C1)OCC1=CC=C(C=C1)CNC(C)(C)C)=O)=O 4-{4-[4-(tert-Butylamino-methyl)-benzyloxy]-1-oxo-1,3-dihydro-isoindol-2-yl}-4-carbamoyl-butyric acid methyl ester